COC1=CC=C(COC(=O)C2=C(N=CS2)C)C=C1 4-methylthiazole-5-carboxylic acid 4-methoxybenzyl ester